CC1(OCCO1)CC=C 2-methyl-2-(2-propen-1-yl)-1,3-dioxolane